NC1=CC(C(NC1=NC=1C(=NN2C1C=CC(=C2C)C)NCCCN(C)C)=NC=2C(=NN1C2C=CC(=C1C)C)NCCCN(C)C)=N N3,N3'-(5-Amino-3-iminopyridin-2,6(1H,3H)diyliden)bis{N2-[3-(dimethylamino)propyl]-6,7-dimethylpyrazolo[1,5-a]pyridin-2,3-diamin}